imidazo[1,2-a]quinazolin-5(4H)-one C1=CN=C2N1C1=CC=CC=C1C(N2)=O